N1=CC(=CC=C1)C1=NN(C2=CC=C(C=C12)B1OC(C(O1)(C)C)(C)C)C(=O)OC(C)(C)C tert-butyl 3-(3-pyridyl)-5-(4,4,5,5-tetramethyl-1,3,2-dioxaborolan-2-yl)indazole-1-carboxylate